N-(2-ethylphenyl)-N'-(2-ethoxy-5-tert-butylphenyl)oxalamide tert-butyl-(5S)-5-(((tert-butyldiphenylsilyl)oxy)methyl)-2-ethynyl-2-hydroxypyrrolidine-1-carboxylate C(C)(C)(C)OC(=O)N1C(CC[C@H]1CO[Si](C1=CC=CC=C1)(C1=CC=CC=C1)C(C)(C)C)(O)C#C.C(C)C1=C(C=CC=C1)NC(C(=O)NC1=C(C=CC(=C1)C(C)(C)C)OCC)=O